COC1=CC=C2C=CC=C(C2=C1)C(=O)NC 7-methoxy-N-methyl-1-naphthamide